ethyl (2R,3S)-3-(4-bromobenzyl)-1-((R)-1-phenylethyl)pyrrolidine-2-carboxylate BrC1=CC=C(C[C@@H]2[C@@H](N(CC2)[C@H](C)C2=CC=CC=C2)C(=O)OCC)C=C1